ethyl 3-bromo-6-((5-chloro-3-(2,2-difluoroethoxy)pyridin-2-yl)oxy)imidazo[1,2-b]pyridazine-2-carboxylate BrC1=C(N=C2N1N=C(C=C2)OC2=NC=C(C=C2OCC(F)F)Cl)C(=O)OCC